C(C)(C)(C)OC(=O)N1CC2(C(NC(N2)=O)=O)CCCC1 2,4-dioxo-1,3,7-triazaspiro[4.6]undecane-7-carboxylic acid tert-butyl ester